1-methyl-3-n-hexylimidazolinium iodide salt [I-].C[NH+]1CN(CC1)CCCCCC